FC=1C=C2C(C(=CN(C2=CC1N1[C@H](CCC1)COC1=NC=CC=C1)C1=CC=C(C=C1)CO)C(=O)O)=O (R)-6-fluoro-1-(4-(hydroxy-methyl)phenyl)-4-oxo-7-(2-((pyridin-2-yloxy)methyl)pyrrolidin-1-yl)-1,4-dihydro-quinoline-3-carboxylic acid